tert-butyl (1R,5S)-3-(2-(2,2-dimethoxyethoxy)-7-(8-ethyl-7-fluoro-3-(methoxymethoxy) naphthalen-1-yl)-8-fluoroquinazolin-4-yl)-3,8-diazabicyclo[3.2.1]octane-8-carboxylate COC(COC1=NC2=C(C(=CC=C2C(=N1)N1C[C@H]2CC[C@@H](C1)N2C(=O)OC(C)(C)C)C2=CC(=CC1=CC=C(C(=C21)CC)F)OCOC)F)OC